C(C)(C)(C)OC(N(CC1=CC=C(C=C1)OC)CCCO)=O (3-hydroxypropyl)(4-methoxybenzyl)carbamic acid tert-butyl ester